amino-azetidine-1-carbonyl-azetidine-1-carboxylate NC1(N(CC1)C(=O)[O-])C(=O)N1CCC1